5-bromo-3-(2-(3-(2-chlorophenyl)-4-oxothiazolidin-2-ylidene)hydrazono)-1H-indol-2-one BrC=1C=C2C(C(NC2=CC1)=O)=NN=C1SCC(N1C1=C(C=CC=C1)Cl)=O